5-Bromo-4-methyl-1-[3-(methylsulfonyl)propyl]-1H-benzotriazole BrC1=C(C2=C(N(N=N2)CCCS(=O)(=O)C)C=C1)C